(5,6-dihydro-4H-pyrrolo[4,3-c]pyrazol-2-yl)-2-methyl-4-(2-methylpropyl)benzene-1-carbonitrile hydrochloride Cl.N=1N(C=C2C1CNC2)C=2C(=C(C=CC2CC(C)C)C#N)C